FC1=NC(=CC=C1C1=C(C=NN1C1CCOCC1)C(=O)O)NC(C)C 5-[2-Fluoro-6-(propan-2-ylamino)pyridin-3-yl]-1-(oxan-4-yl)pyrazole-4-carboxylic acid